2-(4-(((2S,3R,4S,5S,6R)-6-((4-azidobutoxy)methyl)-3,4,5-trihydroxytetrahydro-2H-pyran-2-yl)oxy)phenyl)ethan-1-aminium N(=[N+]=[N-])CCCCOC[C@@H]1[C@H]([C@@H]([C@H]([C@@H](O1)OC1=CC=C(C=C1)CC[NH3+])O)O)O